(E)-N-(3,4-dihydronaphthalen-1(2H)-ylidene)-1,1-diphenylMethylamine C/1(\CCCC2=CC=CC=C12)=N\C(C1=CC=CC=C1)C1=CC=CC=C1